N-(3-cyclobutanoyl)-4-nitrobutyramide C1CC(C1)C(=O)NC(CCC[N+](=O)[O-])=O